tert-butyl 1-[(cyclopropyloxy)methyl]-3,8-diazabicyclo[3.2.1]octane-8-carboxylate C1(CC1)OCC12CNCC(CC1)N2C(=O)OC(C)(C)C